ClC1=C(C=C2C=C(N=CC2=C1)NC(=O)C1C(C1)C1=CC=NN1C(C)C)C1CCN(CC1)[C@@]1(COC[C@@H]1O)C N-(7-chloro-6-(1-((3R,4R)-4-hydroxy-3-methyltetrahydrofuran-3-yl)piperidin-4-yl)isoquinolin-3-yl)-2-(1-isopropyl-1H-pyrazol-5-yl)cyclopropane-1-carboxamide